N1CC(C1)C=1C=C(C=CC1)CNC(O[C@H]1[C@H](NC[C@@H]1O)CC1=CC=C(C=C1)C1=CN=CO1)=O (2R,3S,4S)-4-hydroxy-2-{[4-(1,3-oxazol-5-yl)phenyl]methyl}pyrrolidin-3-yl N-{[3-(azetidin-3-yl)phenyl]methyl}carbamate